(4-(((5-methoxy-1,2,3,4-tetrahydronaphthalen-2-yl)(propyl)amino)methyl)piperidin-1-yl)(1H-pyrrol-2-yl)methanone COC1=C2CCC(CC2=CC=C1)N(CCC)CC1CCN(CC1)C(=O)C=1NC=CC1